C(C)(C)(C)OC(CN1N=C(C=2C1=NC=C(C2)C(=O)OC)I)=O methyl 1-(2-(tert-butoxy)-2-oxoethyl)-3-iodo-1H-pyrazolo[3,4-b]pyridine-5-carboxylate